CC1=C(C=NC=2OCCN(C21)C(=O)OC(C)(C)C)N2CC=1N=C(N=CC1CC2)NC2=CC(=C(C=C2)NC(CN2CCOCC2)=O)C tert-butyl 8-methyl-7-[2-({3-methyl-4-[2-(morpholin-4-yl)acetamido]phenyl}amino)-5H,6H,7H,8H-pyrido[3,4-d]pyrimidin-7-yl]-1H,2H,3H-pyrido[2,3-b][1,4]oxazine-1-carboxylate